ClC1=C(C(=NN1C)C1=NN(C=C1)CC)C=O 5-Chloro-1'-ethyl-1-methyl-1H,1'H-[3,3'-bipyrazole]-4-carbaldehyde